C(C)(C)(C)OC(=O)N1CCC2=C(C=CC=C12)S(NC1=C(C(=CC=C1)C=1N=C(SC1C1=NC(=NC=C1)SC)C(C)(C)C)F)(=O)=O.C(CC)OCC=1OC(=CC1)COCCC 2,5-dipropoxymethyl-furan tert-butyl-4-(N-(3-(2-(tert-butyl)-5-(2-(methylthio)pyrimidin-4-yl)thiazol-4-yl)-2-fluorophenyl)sulfamoyl)indoline-1-carboxylate